CC1(CC2CCC(C1)N2)O 3-methyl-8-azabicyclo[3.2.1]octan-3-ol